3-Trifluoromethoxyaniline FC(OC=1C=C(N)C=CC1)(F)F